CS(=O)(C)=NC=1C=C(C=CC1)NC(=O)C=1C(=NC=C(C1)C(F)(F)F)OC1=C(C=C(C=C1)F)OC N-[3-[[dimethyl(oxo)-λ6-sulfanylidene]amino]phenyl]-2-(4-fluoro-2-methoxy-phenoxy)-5-(trifluoromethyl)pyridine-3-carboxamide